(R)-tert-butyl (1-(7-nitro-2-(2,2,2-trifluoroethoxy)quinazolin-4-yl)pyrrolidin-3-yl)carbamate [N+](=O)([O-])C1=CC=C2C(=NC(=NC2=C1)OCC(F)(F)F)N1C[C@@H](CC1)NC(OC(C)(C)C)=O